S1C(=NC2=C1C=CC=C2)CN2CCN(CC2)C2=C(C#N)C=CC(=C2)NCCOC 2-(4-(benzo[d]thiazol-2-ylmethyl)piperazin-1-yl)-4-((2-methoxyethyl)amino)benzonitrile